The molecule is a disaccharide derivative that is the octyl glycoside of the disaccharide beta-D-galactofuranosyl-(1->6)-alpha-D-glucose. It is a glycoside and a disaccharide derivative. CCCCCCCCO[C@@H]1[C@@H]([C@H]([C@@H]([C@H](O1)CO[C@H]2[C@@H]([C@H]([C@@H](O2)[C@@H](CO)O)O)O)O)O)O